N'-[(1R)-indan-1-yl]-N'-[[5-(trifluoromethyl)-2-pyridyl]methyl]oxamide [C@H]1(CCC2=CC=CC=C12)N(C(C(N)=O)=O)CC1=NC=C(C=C1)C(F)(F)F